FC(C(C(C(C(C(C(C(C(C(C(C(C(C(C(C(F)(F)F)(F)F)(F)F)(F)F)(F)F)(F)F)(F)F)(F)F)(F)F)(F)F)(F)F)(F)F)(F)F)(F)F)(F)F)(F)F.[I].[I] diiodine Perfluorohexadecane